(R)-5-[4-amino-2-(N-(2-amino-1-methyl-2-oxoethyl)-4-fluoro-anilino)thiazole-5-carbonyl]-N-(1-methylcyclobutyl)isoxazole-3-carboxamide NC=1N=C(SC1C(=O)C1=CC(=NO1)C(=O)NC1(CCC1)C)N(C1=CC=C(C=C1)F)[C@@H](C(=O)N)C